FC(OC1=CC=CC=2C(N([C@H]3C=4N([C@@H](C21)C3)C3=C(N4)C=CC(=C3)C3=CC(=C(C=C3)P(=O)(C)C)C)C([2H])([2H])[2H])=O)F (7R,14R)-1-(difluoromethoxy)-11-(4-(dimethylphosphoryl)-3-methylphenyl)-6-(methyl-d3)-6,7-dihydro-7,14-methanobenzo[f]benzo[4,5]imidazo[1,2-a][1,4]diazocin-5(14H)-one